C(C)(C)(C)OC(NC1=C(C(=CC=C1)CC(=O)N(C)C)OC)=O (3-(2-(dimethylamino)-2-oxoethyl)-2-methoxyphenyl)carbamic acid tert-butyl ester